C(C1=CC=CC=C1)OC1[C@@H](N([C@@H]2CC[C@H]12)C(=O)OCC1=CC=CC=C1)C=O benzyl (1R,3R,5S)-4-(benzyloxy)-3-formyl-2-azabicyclo[3.2.0]-heptane-2-carboxylate